CN1N=NC(=C1C1=CC=2N(C=3C=C(C=CC3C2N=C1)C(C)(C)O)C(CC1CCOCC1)C1=CC=CC=C1)C 2-(3-(1,4-dimethyl-1H-1,2,3-triazol-5-yl)-5-(1-phenyl-2-(tetrahydro-2H-pyran-4-yl)ethyl)-5H-pyrido[3,2-b]indol-7-yl)propan-2-ol